C(CN)CNCCCN Dipropylentriamin